2-(6-fluoro-2-((3R,4R)-4-fluoro-3-(methylamino)piperidin-1-yl)-1H-benzo[d]imidazol-1-yl)-N-methyl-N-(2,2,2-trifluoroethyl)acetamide FC=1C=CC2=C(N(C(=N2)N2C[C@H]([C@@H](CC2)F)NC)CC(=O)N(CC(F)(F)F)C)C1